C(C=C)(=O)OCCC[SiH2]C(O[Si](C=C)(C)C)O[Si](C)(C)C=C acryloxypropylbis(vinyldimethylsiloxy)methylsilane